6-[(2S)-2-aminopropyl]-N-benzyl-2-chloro-5-fluoro-7H-pyrrolo[2,3-d]pyrimidin-4-amine N[C@H](CC1=C(C2=C(N=C(N=C2NCC2=CC=CC=C2)Cl)N1)F)C